CC(C(=O)SCCNC(CCNC([C@@H](C(COP(OP(OC[C@@H]1[C@H]([C@H]([C@@H](O1)N1C=NC=2C(N)=NC=NC12)O)OP(=O)(O)O)(=O)O)(=O)O)(C)C)O)=O)=O)C(=O)C 2-Methylacetoacetyl-CoA